(2,3-dihydro-1H-inden-1-yl)-3-(1,4-dimethyl-1H-1,2,3-triazol-5-yl)-5H-pyrido[3,2-b]indole-7-carboxylic acid methyl ester COC(=O)C=1C=CC=2C3=C(NC2C1)C=C(C(=N3)C3CCC1=CC=CC=C31)C3=C(N=NN3C)C